COC1N(CC2(C1)CCC(CC2)(F)F)C(=O)[O-] 3-methoxy-8,8-Difluoro-2-azaspiro[4.5]decane-2-carboxylate